3-(4-bromophenyl)-4-cyano-1-(6-(hydroxymethyl)tetrahydro-2H-pyran-3-yl)-1H-pyrazole-5-carboxylic acid BrC1=CC=C(C=C1)C1=NN(C(=C1C#N)C(=O)O)C1COC(CC1)CO